CC=1N=CN(C1C1CCN(CC1)C=1C=C(C(=O)OC)C=CC1[N+](=O)[O-])COCC[Si](C)(C)C methyl 3-(4-(4-methyl-1-((2-(trimethylsilyl)ethoxy)methyl)-1H-imidazol-5-yl)piperidin-1-yl)-4-nitrobenzoate